5-Bromo-2-cyclopropoxy-3-fluoropyridine BrC=1C=C(C(=NC1)OC1CC1)F